4-(2,2-difluoro-7-((5-methoxy-7-methyl-1H-indol-4-yl)methyl)-7-azaspiro[3.5]nonan-6-yl)benzoic acid FC1(CC2(C1)CC(N(CC2)CC2=C1C=CNC1=C(C=C2OC)C)C2=CC=C(C(=O)O)C=C2)F